5-cyclobutyl-N-(2-(2,6-dioxopiperidin-3-yl)-1-oxoisoindolin-5-yl)indoline-1-carboxamide C1(CCC1)C=1C=C2CCN(C2=CC1)C(=O)NC=1C=C2CN(C(C2=CC1)=O)C1C(NC(CC1)=O)=O